C1(=CC=CC=C1)C1=CC=C(C[C@H](N)C(=O)O)C=C1 L-4-Phenyl-phenylalanine